cyclopentyl (CIS)-2-((((CIS)-4-phenylcyclohexyl)oxy) methyl)-3-(1H-pyrazol-3-yl)piperidine-1-carboxylate C1(=CC=CC=C1)[C@H]1CC[C@H](CC1)OC[C@@H]1N(CCC[C@@H]1C1=NNC=C1)C(=O)OC1CCCC1